butoxymagnesium C(CCC)O[Mg]